5-(CYCLOHEXYLCARBAMOYL)-2-FLUOROBENZENEBORONIC ACID C1(CCCCC1)NC(=O)C=1C=CC(=C(C1)B(O)O)F